2-(2-(6-hydroxy-2,3-dihydro-1H-xanthen-4-yl)vinyl)-6-methyl-4H-thiabenzene OC=1C=C2OC3=C(CCCC3=CC2=CC1)C=CC=1SC(=CCC1)C